CCC(C(CCC=CC(CC(=O)O)C(=O)O)C(=O)O)C(=O)O Dec-7-ene-3,4,9,10-tetracarboxylic acid